C1N(CCC2=CC=CC=C12)C[C@H](CNC1=NNC2=C1N=CN=C2NC2=CN=NC=C2)O (S)-1-(3,4-Dihydroisoquinolin-2(1H)-yl)-3-((7-(pyridazin-4-ylamino)-1H-pyrazolo[4,3-d]pyrimidin-3-yl)amino)propan-2-ol